3-[6-[4-(4-isopropylpiperazin-1-yl)phenyl]imidazo[1,2-a]pyrazin-3-yl]phenol C(C)(C)N1CCN(CC1)C1=CC=C(C=C1)C=1N=CC=2N(C1)C(=CN2)C=2C=C(C=CC2)O